5-(1-(2,2-difluoroethyl)-2-methyl-1H-imidazo[4,5-b]pyridin-6-yl)-N-(trans-4-(difluoromethoxy)cyclohexyl)pyrrolo[2,1-f][1,2,4]triazin-2-amine FC(CN1C(=NC2=NC=C(C=C21)C=2C=CN1N=C(N=CC12)N[C@@H]1CC[C@H](CC1)OC(F)F)C)F